FC(OC1=C(C=CC=C1)N1CCN(CC1)C(=O)C1(CCCC1)NC1=CC=C(C#N)C=C1)(F)F 4-((1-(4-(2-(trifluoromethoxy)phenyl)piperazine-1-carbonyl)cyclopentyl)amino)benzonitrile